C(C1=CC=CC=C1)OC1=C2CCCOC2=C(C(=C1)C)C(=O)OCC ethyl 5-(benzyloxy)-7-methylchromane-8-carboxylate